8-amino-6-butoxy-3-(4-(pyrrolidin-1-ylcarbonyl)benzyl)-3,4-dihydropyrimido[5,4-d]pyrimidin-2(1H)-one NC1=NC(=NC2=C1NC(N(C2)CC2=CC=C(C=C2)C(=O)N2CCCC2)=O)OCCCC